1-isopropyl-5-methyl-4-[(4-methylthiophenyl)methyl]pyrazole C(C)(C)N1N=CC(=C1C)CC1=CC=C(C=C1)SC